COC(=O)C=1SC=C(C1)NC(=O)C=1C(=NC2=CC=C(C=C2C1)F)N1CC(C(CC1)(F)F)C.C(C)(C)(C)[C@](C(=O)N)(C(CC)C1=NC=2NCCCC2C=C1)N (S)-tert-butyl-2-amino-3-(5,6,7,8-tetrahydro-1,8-naphthyridin-2-yl)pentanamide methyl-4-(2-(4,4-difluoro-3-methylpiperidin-1-yl)-6-fluoroquinoline-3-carboxamido)thiophene-2-carboxylate